FC=1C=C2C(=CNC2=C(C1)P(C)(C)=O)C1=NC(=NC=C1C(F)(F)F)OCC(F)(F)F (5-Fluoro-3-(2-(2,2,2-trifluoroethoxy)-5-(trifluoromethyl)pyrimidin-4-yl)-1H-indol-7-yl)dimethyl-phosphine oxide